N2-[3-(cyclopentyl)propanoyl]-guanosine 3'-O-(2-cyanoethyl)-N,N-diisopropyl-phosphoramidite C(#N)CCP(O)(N(C(C)C)C(C)C)O[C@H]1[C@H]([C@@H](O[C@@H]1CO)N1C=NC=2C(=O)NC(NC(CCC3CCCC3)=O)=NC12)O